C1CCCC2=NC3=CC=CC=C3C=C12 1,2,3,4-tetrahydroacridine